C=1C=2N(C=C(N1)N)C=CC2 pyrrolo[1,2-a]pyrazin-3-amine